C1(CCC1)S(=O)(=O)N cyclobutane-1-sulfonamide